C12CN(CC(N1)C2)C=2OC1=C(N2)C=C(C=C1C=1SC=CN1)S(=O)(=O)C 2-(3,6-diazabicyclo[3.1.1]heptan-3-yl)-5-(methyl-sulfonyl)-7-(thiazol-2-yl)benzo[d]oxazole